FC(C(=O)O)(F)F.COCCC(C1=CC=CC=C1)N1N=CC(=C1)C=1C2=C(N=CN1)NC=C2 4-(1-(3-Methoxy-1-phenylpropyl)-1H-pyrazol-4-yl)-7H-pyrrolo[2,3-d]pyrimidine trifluoroacetate